C=C(C(CC=C)OC(CC#N)C)CCCC 3-((5-methylenenon-1-en-4-yl)oxy)butyronitrile